N-(4-(4-amino-1-((R)-1-((S)-3-hydroxypyrrolidine-1-carbonyl)pyrrolidin-3-yl)-7-oxo-6,7-dihydro-1H-pyrrolo[2,3-d]pyridazin-3-yl)benzyl)-5-fluoro-2-methoxybenzamide NC=1C2=C(C(NN1)=O)N(C=C2C2=CC=C(CNC(C1=C(C=CC(=C1)F)OC)=O)C=C2)[C@H]2CN(CC2)C(=O)N2C[C@H](CC2)O